C1(CCC(N1OC(CCCCCNC(CCSSC1=NC=CC=C1)=O)=O)=O)=O 6-[3-(2-pyridyldithio)-propionylamino]caproic acid succinimidyl ester